2-(1-benzyl-2,6-dioxopiperidin-3-yl)-2,3-dihydro-1H-isoindole-1,4-dione C(C1=CC=CC=C1)N1C(C(CCC1=O)N1C(C2=CC=CC(C2C1)=O)=O)=O